FC(C1CC2C(CN(C2)C(=O)OC(C)(C)C)C1)F tert-butyl 5-(difluoromethyl)hexahydrocyclopenta[c]pyrrole-2(1H)-carboxylate